CC=1CCC(C(C1)C=1C(=C(C(=CC1O)CCCCC)C=1N=CSC1)O)C(=C)C 5'-methyl-4-pentyl-2'-(prop-1-en-2-yl)-3-(thiazol-4-yl)-1',2',3',4'-tetrahydro-[1,1'-biphenyl]-2,6-diol